[N+](=O)([O-])C1=CC=CC=C1CNC([O-])=O 6-nitrobenzylcarbamate